C(C)N1CN(C(N(C1)CO)=O)CO 5-ethyl-1,3-bis(hydroxymethyl)perhydro-1,3,5-triazin-2-one